N-(4-cyano-1-phenyl-6,7-dihydro-5H-cyclopenta[c]pyridin-3-yl)cyanamide C(#N)C=1C2=C(C(=NC1NC#N)C1=CC=CC=C1)CCC2